C(#N)CN1N=C2C(N(C(C(=C2N2[C@H](CN([C@@H](C2)C)[C@@H](C)C=2C=C3N=CC=NC3=CC2)C)C#N)=O)C)=C1 2-(cyanomethyl)-7-((2S,5R)-2,5-dimethyl-4-((S)-1-(quinoxalin-6-yl)ethyl)piperazin-1-yl)-4-methyl-5-oxo-4,5-dihydro-2H-pyrazolo[4,3-b]pyridine-6-carbonitrile